BrC1=C(C=C(C=C1)NC(CC(C(C(F)(F)F)C)=O)=O)F N-(4-bromo-3-fluorophenyl)-5,5,5-trifluoro-4-methyl-3-oxopentanamide